SS1C=NN=C1S 1,5-dimercapto-1,3,4-thiadiazole